C(#N)C1=CC(=CC=2O[C@]3(CNCC3)C(NC21)=O)F (2R,5'S)-5-cyano-7-fluoro-3-oxo-3,4-dihydrospiro[benzo[b][1,4]oxazine-2,3'-pyrrolidine]